O1C(=CC=C1)CNC1=NC2=CC=CC=C2C(=N1)N1CCCC1 (1s)-N-(furan-2-ylmethyl)-4-(pyrrolidin-1-yl)quinazolin-2-amine